tin (II) dioctanate C(CCCCCCC)(=O)[O-].C(CCCCCCC)(=O)[O-].[Sn+2]